2-(1-ethoxyvinyl)-5-methoxybenzoic acid C(C)OC(=C)C1=C(C(=O)O)C=C(C=C1)OC